ClC1=C(C=CC=C1NC(=O)C1=NN2C([C@@H](CCC2)NCCO)=C1)C1=C(C(=CC=C1)NC(C1=NC=C(C=C1)CNCCO)=O)Cl (R)-N-(2,2'-dichloro-3'-(5-(((2-hydroxyethyl)amino)methyl)picolinamido)-[1,1'-biphenyl]-3-yl)-4-((2-hydroxyethyl)amino)-4,5,6,7-tetrahydropyrazolo[1,5-a]pyridine-2-carboxamide